C(C)CC(=O)O.N[C@H](C)C(=O)O D-alanine ethyl-acetate